1-(3-hydroxycyclohexyl)-3-(4-(2-(4-methoxyphenyl)propan-2-yl)thiazol-2-yl)urea OC1CC(CCC1)NC(=O)NC=1SC=C(N1)C(C)(C)C1=CC=C(C=C1)OC